C(CCCCCCCCCCCCCCCCCCCCCCCCCCCCC(C)C)O i-dotriacontanol